2-sulfanylidene-1,3-dihydroquinazolin-4-one S=C1NC2=CC=CC=C2C(N1)=O